8-(4,4-difluoropiperidin-1-yl)-[1,2,4]triazolo[1,5-a]pyrazin-6-amine FC1(CCN(CC1)C=1C=2N(C=C(N1)N)N=CN2)F